1,7-Dioxa-4,10-diazacyclododecan O1CCNCCOCCNCC1